ClC1=CC=C(C(=N1)C=1C=CC2=C(C=NOB2O)C1)N[C@H](C)C=1C=C(C=C2C(C(=C(OC12)O)C)=O)C 8-[(1R)-1-[[6-chloro-2-(1-hydroxy-2,3,1-benzoxazaborinin-6-yl)-3-pyridyl]amino]ethyl]-2-hydroxy-3,6-dimethyl-chromen-4-one